(S)-2-dibenzylaminomethyl-tetrahydrofuran 2-(diethylamino)ethyl-methacrylate C(C)N(CCOC(C(=C)C)=O)CC.C(C1=CC=CC=C1)N(CC1=CC=CC=C1)C[C@H]1OCCC1